C(C)(C)N(C1=NC(=NC(=N1)S)S)C(C)C 6-diisopropylamino-1,3,5-triazine-2,4-dithiol